N-[(4-Fluorophenyl)methyl]-5-(4-methoxyphenyl)-3,3-dimethylmorpholine-4-carboxamide FC1=CC=C(C=C1)CNC(=O)N1C(COCC1C1=CC=C(C=C1)OC)(C)C